C1(=CC=C(C=C1)C1=C(C2=CC=CC=C2C=C1)C1=CNC2=CN=CC=C21)C 3-(p-tolylnaphthyl)-1H-pyrrolo[2,3-c]pyridine